C(C1=CC=CC=C1)OC=1C(C(=CN2C1C(N1[C@H](C=C[C@@H]([C@H]2C1)O)C)=O)C(=O)NCC1=C(C(=C(C=C1)F)Cl)F)=O (3S,6S,7R)-12-(benzyloxy)-N-(3-chloro-2,4-difluorobenzyl)-6-hydroxy-3-methyl-1,11-dioxo-1,6,7,11-tetrahydro-3H-2,7-methanopyrido[1,2-a][1,4]diazonine-10-carboxamide